[N+](=O)([O-])C1=CC=C(C=C1)N1[C@@H](CCC1)C=O N-(4-nitrophenyl)-(s)-prolinaldehyde